BrC1=CC(=C(C=C1F)N1C(C=CC2=CC(=C(C=C12)F)S(=O)(=O)OC1=C(C(=C(C(=C1F)F)F)F)F)=O)OC (M)-perfluorophenyl 1-(4-bromo-5-fluoro-2-methoxyphenyl)-7-fluoro-2-oxo-1,2-dihydroquinoline-6-sulfonate